(E)-methylbenzene-1,2,4-triamine CC1=C(C(=CC=C1N)N)N